benzyl 4-[6-(4-nitrophenyl)-5,7-dihydro-4H-pyrazolo[3,4-c]pyridin-2-yl]piperidine-1-carboxylate [N+](=O)([O-])C1=CC=C(C=C1)N1CC=2C(CC1)=CN(N2)C2CCN(CC2)C(=O)OCC2=CC=CC=C2